C(C)(C)(C)N1CCC(CC1)N1N=NC(=C1)[C@H](C=1C=NC(=C(C1)F)F)NC=1C=C2C(=C(C=NC2=C(C1)Cl)C#N)NC1=CC(=C(C=C1)F)Cl (S)-6-(((1-(1-(tert-butyl)piperidin-4-yl)-1H-1,2,3-triazol-4-yl)(5,6-difluoropyridin-3-yl)methyl)amino)-8-chloro-4-((3-chloro-4-fluorophenyl)amino)quinoline-3-carbonitrile